tert-butyl 4-(6-(5-((2,6-difluorophenyl)sulfonamido)-6-methoxypyridin-3-yl)quinazolin-4-yl)piperazine-1-carboxylate FC1=C(C(=CC=C1)F)S(=O)(=O)NC=1C=C(C=NC1OC)C=1C=C2C(=NC=NC2=CC1)N1CCN(CC1)C(=O)OC(C)(C)C